ClCCCN1C(N(C=2N=CN(C2C1=O)C)C)=O (3-chloropropyl)-3,7-dimethyl-1H-purine-2,6(3H,7H)-dione